3-(difluoromethyl)-5-(methylsulfonyl)benzoic acid FC(C=1C=C(C(=O)O)C=C(C1)S(=O)(=O)C)F